FC1=C(C(=C(C=C1C1=NN(C2=CC(=C(C=C12)F)N1C2(CC2)CN(CC1)S(=O)(=O)C)C)C(F)(F)F)F)O 2,6-Difluoro-3-(5-fluoro-1-methyl-6-(7-(methylsulfonyl)-4,7-diazaspiro[2.5]octan-4-yl)-1H-indazol-3-yl)-5-(trifluoromethyl)phenol